CC1=CC(OC2=C(C=C(C=C12)C)C(C)(C)C)=O 4,6-dimethyl-8-tert-butylcoumarin